IC1=NNC2=NC(=CN=C21)N2CC1(CN(C1)C1=CC(=NC=C1)C(F)(F)F)CC2 3-iodo-6-(2-(2-(trifluoromethyl)pyridin-4-yl)-2,6-diazaspiro[3.4]octan-6-yl)-1H-pyrazolo[3,4-b]pyrazine